bromoSuccinimide BrC1C(=O)NC(C1)=O